CN(C)C[C@@H]1CN(CC1)C=1C=CC=2N(C(C=C(N2)C2=NN3C(C(=NC(=C3)C)C)=C2)=O)C1 7-{(3R)-3-[(dimethylamino)methyl]pyrrolidin-1-yl}-2-(4,6-dimethylpyrazolo[1,5-a]pyrazin-2-yl)-4H-pyrido[1,2-a]pyrimidin-4-one